L-Leucinamide HCl Cl.N[C@@H](CC(C)C)C(=O)N